3-(dimethylamino)-N-[(1R,3S)-3-{[6-fluoro-2-(trifluoromethyl)quinolin-4-yl]amino}cyclohexyl]benzamide CN(C=1C=C(C(=O)N[C@H]2C[C@H](CCC2)NC2=CC(=NC3=CC=C(C=C23)F)C(F)(F)F)C=CC1)C